CC(CCCCCCCCCCCC)C1=CC=CC=C1 (1-methyl-tridecyl)-benzene